3,5-di-tert-butyl-phenylboric acid C(C)(C)(C)C=1C=C(C=C(C1)C(C)(C)C)OB(O)O